CC1=C(C=CC(=C1)C)NC(=O)C1=CC(=NC2=CC=CC=C12)C=1NC=CC1 N-(2,4-Dimethylphenyl)-2-(1H-pyrrol-2-yl)quinoline-4-carboxamide